m-toluylsulfonate C1(=CC(=CC=C1)S(=O)(=O)[O-])C